FC=1C=2N(C=C(C1)NC(=O)C1=CC=C(C=3C=C(OC31)C)C=3CCN(CC3)C(=O)OC(C)(C)C)C=C(N2)C tert-butyl 4-[7-([8-fluoro-2-methylimidazo[1,2-a]pyridine-6-yl]carbamoyl)-2-methyl-1-benzofuran-4-yl]-3,6-dihydro-2H-pyridine-1-carboxylate